2-amino-N-(3-(5-chloro-2-methoxyphenyl)-1-(pyrrolidin-2-ylmethyl)-1H-pyrazol-4-yl)pyrazolo[1,5-a]pyrimidine-3-carboxamide NC1=NN2C(N=CC=C2)=C1C(=O)NC=1C(=NN(C1)CC1NCCC1)C1=C(C=CC(=C1)Cl)OC